2-(4-{5-[3-(2-ethoxy-2-oxoethyl)cyclohexyl]-6-methylpyridin-2-yl}-1-methyl-1H-1,2,3-triazol-5-yl)ethane-1-sulfonic acid C(C)OC(CC1CC(CCC1)C=1C=CC(=NC1C)C=1N=NN(C1CCS(=O)(=O)O)C)=O